OCC([C@H](C[C@H]1C(NCC1)=O)NC(=O)[C@@H]1N(C[C@@H]2[C@H]1CCC2)C(=O)C=2NC1=CC=CC(=C1C2)OC)=O (1R,3aS,6aR)-N-((S)-4-hydroxy-3-oxo-1-((S)-2-oxopyrrolidin-3-yl)butan-2-yl)-2-(4-methoxy-1H-indole-2-carbonyl)octahydrocyclopenta[c]pyrrole-1-carboxamide